(S)-2-((R)-4,4-difluoro-3-(6-oxo-1,6-dihydropyridin-3-yl)piperidin-1-yl)-N-((R)-5-(3,5-difluorophenyl)-6,7-dihydro-5H-pyrrolo[1,2-a]imidazol-2-yl)propanamide FC1([C@@H](CN(CC1)[C@H](C(=O)NC=1N=C2N(C1)[C@H](CC2)C2=CC(=CC(=C2)F)F)C)C2=CNC(C=C2)=O)F